N-(5-Cyclopropyl-1H-pyrazol-3-yl)-2-[3-(1-methylazetidin-3-yl)azetidin-1-yl]pyrimidin-4-amine C1(CC1)C1=CC(=NN1)NC1=NC(=NC=C1)N1CC(C1)C1CN(C1)C